benzyl-tetra-octadecyl-ammonium C(C1=CC=CC=C1)CCCCCCCCCCCCCCCCCC[N+](CCCCCCCCCCCCCCCCCC)(CCCCCCCCCCCCCCCCCC)CCCCCCCCCCCCCCCCCC